3-((R)-3-(1-(3-((R)-1-(2,4-dichlorophenyl)ethyl)-7-(fluoromethyl)-3H-[1,2,3]triazolo[4,5-d]pyrimidin-5-yl)azetidin-3-yl)piperidin-1-yl)-1-methylcyclobutane-1-carboxylic acid ClC1=C(C=CC(=C1)Cl)[C@@H](C)N1N=NC2=C1N=C(N=C2CF)N2CC(C2)[C@@H]2CN(CCC2)C2CC(C2)(C(=O)O)C